ethyl 6-chloro-[1,3]dioxolo[4,5-h]quinolin-7-formate ClC1=C(C=NC=2C3=C(C=CC12)OCO3)C(=O)OCC